1-[9-ethyl-6-(2-methylbenzoyl)-9H-carbazol-3-yl]Carbazole oxime C(C)N1C2=CC=C(C=C2C=2C=C(C=CC12)C1=CC=CC=2C3=CC=CC=C3NC12)C(C1=C(C=CC=C1)C)=NO